(S)-4-[2-(4-Fluorophenyl)-7-methyl-4,5,6,7-tetrahydropyrazolo[1,5-a]pyridin-3-yl]-1H-pyrazolo[3,4-b]pyridine FC1=CC=C(C=C1)C1=NN2C(CCC[C@@H]2C)=C1C1=C2C(=NC=C1)NN=C2